O=C1C2=C(C=NN1)N=C(N=C2NC2=CC=C(C=C2)N2CCC1(CC1)CC2)C2=CC=CC=C2 6-(4-(5-Oxo-2-phenyl-5,6-dihydropyrimido[4,5-d]pyridazin-4-ylamino)phenyl)-6-azaspiro[2.5]octan